FC1=CC=C(C=C1)N1C(N(C=C(C1=O)C(=O)Cl)CC)=O 3-(4-fluorophenyl)-1-ethyl-2,4-dioxo-1,2,3,4-tetrahydropyrimidine-5-carbonyl chloride